4-hydroxy-4-(4-methyl-6-(5-methyl-1H-pyrazol-3-ylamino)pyridin-2-yl)cyclohexanecarboxamide OC1(CCC(CC1)C(=O)N)C1=NC(=CC(=C1)C)NC1=NNC(=C1)C